1-methyl-6-(4-methylpiperazinyl)pyrimidin-2(1H)-one CN1C(N=CC=C1N1CCN(CC1)C)=O